D-glutamic acid alpha-methyl ester COC(=O)[C@@H](CCC(=O)O)N